1-(1-((R)-1-(2,4-dichlorophenyl)ethyl)-4-(difluoromethoxy)-1H-benzo[d][1,2,3]triazol-6-yl)azetidine ClC1=C(C=CC(=C1)Cl)[C@@H](C)N1N=NC2=C1C=C(C=C2OC(F)F)N2CCC2